1-(4-(benzoxazol-2-yl)phenyl)-3-(4-t-butylstyryl)-5-(4-t-butylphenyl)pyrazoline O1C(=NC2=C1C=CC=C2)C2=CC=C(C=C2)N2NC(=CC2C2=CC=C(C=C2)C(C)(C)C)C=CC2=CC=C(C=C2)C(C)(C)C